4,4'-methylene-bis(2,6-di-t-butyl-phenol) C(C1=CC(=C(C(=C1)C(C)(C)C)O)C(C)(C)C)C1=CC(=C(C(=C1)C(C)(C)C)O)C(C)(C)C